C(CCCCCCC)(=O)OC(CCC)C methylbutyl octanoate